5-(5-(4-((1-methylpiperidin-4-yl)carbamoyl)phenylamino)-1H-pyrazol-3-yl)thiophene-2-carboxamide CN1CCC(CC1)NC(=O)C1=CC=C(C=C1)NC1=CC(=NN1)C1=CC=C(S1)C(=O)N